BrC=1CCCC2=C(C1C=1C=NC(=NC1)O[C@@H]1CN(CC1)CCCF)C=CC(=C2)O (S)-8-bromo-9-(2-((1-(3-fluoropropyl)pyrrolidin-3-yl)oxy)pyrimidin-5-yl)-6,7-dihydro-5H-benzo[7]annulene-3-ol